N-(4,5-bis-methylsulfonyl-2-methylbenzoyl)-guanidine CS(=O)(=O)C1=CC(=C(C(=O)NC(=N)N)C=C1S(=O)(=O)C)C